(S)-N-(3''-fluoro-5''-methoxy-2,2-dimethyl-4''-((methyl((5-oxopyrrolidin-2-yl)methyl)amino)methyl)-[1,1':3',1''-terphenyl]-3-yl)-1-methyl-6-oxo-1,6-dihydropyrimidine-5-carboxamide FC=1C=C(C=C(C1CN(CC1NC(CC1)=O)C)OC)C=1C=C(C=CC1)C=1C([C@H](C=CC1)NC(=O)C1=CN=CN(C1=O)C)(C)C